FC(C1=CC(=NC=C1)N1CCC(CC1)CCN1N=C(C=2CCCCC12)C(=O)N1CCC(CC1)NC(C)=O)(F)F N-[1-[1-[2-[1-[4-(trifluoromethyl)-2-pyridyl]-4-piperidyl]ethyl]-4,5,6,7-tetrahydroindazole-3-carbonyl]-4-piperidyl]acetamide